N-[2-(3,3-difluoropyrrolidin-1-yl)-4-(1H-indol-2-yl)-3-pyridyl]-2-isopropyl-pyrimidine-5-carboxamide FC1(CN(CC1)C1=NC=CC(=C1NC(=O)C=1C=NC(=NC1)C(C)C)C=1NC2=CC=CC=C2C1)F